N-(2-fluoro-4-(4-methylpiperazin-1-yl)benzyl)-4,9-dioxo-4,9-dihydrothiazolo[5,4-g]isoquinoline-2-carboxamide FC1=C(CNC(=O)C=2SC=3C(C=4C=CN=CC4C(C3N2)=O)=O)C=CC(=C1)N1CCN(CC1)C